(7S)-3-(2-{[(2R)-1-Hydroxypropan-2-yl]amino}ethyl)-7-methyl-2-[2-(2-oxo-1,2-dihydropyridin-1-yl)ethyl]-3H,6H,7H,8H,9H-imidazo[4,5-f]chinolin OC[C@@H](C)NCCN1C(=NC2=C3CC[C@@H](NC3=CC=C21)C)CCN2C(C=CC=C2)=O